O=C1N(CC2=CC(=CC=C12)C1CCN(CC1)CC1=NC(=NO1)C1=CC=CC=C1)C1C(NC(CC1)=O)=O 3-(1-oxo-5-(1-((3-phenyl-1,2,4-oxadiazol-5-yl)methyl)piperidin-4-yl)isoindolin-2-yl)piperidine-2,6-dione